NC1=C(CN(C2=NC(=CC=C12)C(F)(F)F)C1=CC=C(C=C1)Br)C1=CC=C(C=C1)OC 4-Amino-1-(4-bromophenyl)-3-(4-methoxyphenyl)-7-(trifluoromethyl)-1,8-naphthyridine